C(C)(=O)C1=C2CN(C(C2=CC(=C1)C)=O)C1CC2CCC(C1)N2C(=O)[O-] 3-(4-acetyl-6-methyl-1-oxoisoindolin-2-yl)-8-azabicyclo[3.2.1]octane-8-carboxylate